FC=1C=CC(=C(C1)C(CC)=O)O 1-(5-fluoro-2-hydroxy-phenyl)propan-1-one